ClC=1C=C(C=C(C1OC=1C=C2CCN(C(C2=CC1)=O)C1=CC=C(C=C1)C)Cl)N1N=C(C(NC1=O)=O)C#N (3,5-dichloro-4-((1-oxo-2-(p-tolyl)-1,2,3,4-tetrahydroisoquinolin-6-yl)oxy)phenyl)-3,5-dioxo-2,3,4,5-tetrahydro-1,2,4-triazine-6-carbonitrile